C(C)(=O)C1=C(C(=C(C(=C1)OC)CCCOC(C(=C)C)=O)OC)N.C(C)(=O)C1=C(C(=C(C(=C1)OC)N(CCNC(C=C)=O)C)OC)N N-(2-((4-acetyl-3-amino-2,6-dimethoxyphenyl)(methyl)amino)ethyl)acrylamide 3-(4-acetyl-3-amino-2,6-dimethoxyphenyl)propyl-methacrylate